1-[2-[1-(cyclobutylmethyl)-5-methyl-pyrazol-4-yl]-6-[5-[(6-methylpyridazin-3-yl)amino]benzimidazol-1-yl]-3-pyridyl]ethanone C1(CCC1)CN1N=CC(=C1C)C1=NC(=CC=C1C(C)=O)N1C=NC2=C1C=CC(=C2)NC=2N=NC(=CC2)C